FC=1C(=NC=C(C1)C(F)(F)F)N1C(SC2=C1C=CC(=C2)O)=O 3-(3-fluoro-5-(trifluoromethyl)pyridin-2-yl)-6-hydroxybenzothiazol-2(3H)-one